C1=CC=CC=2C3=CC=CC=C3N(C12)C1=C2C(N(C(C2=C(C=C1)N1C2=CC=CC=C2C=2C=CC=CC12)=O)[C@@H]1CCCC2=CC=CC=C12)=O (R)-4,7-bis(9H-carbazol-9-yl)-2-(1,2,3,4-tetrahydronaphthalen-1-yl)isoindoline-1,3-dione